ClCCOC(C)OCCCl bis(2-chloro-ethoxy)ethane